C(C)NC1=NC=C(C(=N1)N1C=C(C=C1)C(=O)NC(CO)C1=CC=CC=C1)C 1-(2-(ethylamino)-5-methylpyrimidin-4-yl)-N-(2-hydroxy-1-phenylethyl)-1H-pyrrole-3-carboxamide